3-(4'-methoxybenzoyl)coumarin Silicon Carbon Oxygen [O].[C].[Si].COC1=CC=C(C(=O)C=2C(OC3=CC=CC=C3C2)=O)C=C1